imidazo[1,2-a]pyridin-3-yl-(p-tolyl)methanone N=1C=C(N2C1C=CC=C2)C(=O)C2=CC=C(C=C2)C